6-(1-((S)-2,3-dihydroxy-propyl)-3-methyl-1H-pyrazol-4-yl)-4-((R)-1-(5-fluoropyridin-2-yl)-ethoxy)pyrazolo[1,5-a]pyridine-3-carbonitrile O[C@@H](CN1N=C(C(=C1)C=1C=C(C=2N(C1)N=CC2C#N)O[C@H](C)C2=NC=C(C=C2)F)C)CO